Benzo[d]oxazol-4-amine O1C=NC=2C1=CC=CC2N